C(C)C1=CC=C(C=N1)C1=NN2C(OCCC2)=C1C(=O)N[C@@H]1C(NC2=C(C(=N1)C1=CC=CC=C1)C=CC=C2F)=O 2-(6-Ethylpyridin-3-yl)-N-[(3S)-9-fluoro-2-oxo-5-phenyl-1,3-dihydro-1,4-benzodiazepin-3-yl]-6,7-dihydro-5H-pyrazolo[5,1-b][1,3]oxazine-3-carboxamide